COC1=NC=NC2=CC=C(C=C12)C=1C=CN2N=C(N=CC21)NC2CCN(CC2)C 5-(4-methoxyquinazolin-6-yl)-N-(1-methylpiperidin-4-yl)pyrrolo[2,1-f][1,2,4]triazin-2-amine